O=S1(CCN(CC1)C1=NC(=NC=C1)NC1=CC(=C(C(=O)N([C@H]2CNCCC2)C2=NC=CC3=CC=CC(=C23)C)C=C1)F)=O (R)-4-((4-(1,1-dioxidothiomorpholino)pyrimidin-2-yl)amino)-2-fluoro-N-(8-methylisoquinolin-1-yl)-N-(piperidin-3-yl)benzamide